FC=1C=C(C=C(C1N1S(NC(C1)=O)(=O)=O)O)NC(=O)NC1C(CCCC1)O 1-[3-fluoro-5-hydroxy-4-(1,1,4-trioxo-1,2,5-thiadiazolidin-2-yl)phenyl]-3-(2-hydroxycyclohexyl)urea